1'-(4-chloro-3-fluorophenyl)-1',2'-dihydrospiro[cyclopropane-1,3'-pyrrolo[3,2-b]pyridine]-5'-carboxylic acid methyl ester COC(=O)C1=CC=C2C(=N1)C1(CN2C2=CC(=C(C=C2)Cl)F)CC1